C(C)(C)OC(C1=C(C=CC=C1)Br)=O.OC1=CC=C(C=C1)CCC(=O)O.ON1C(CCC1=O)=O N-hydroxysuccinimide 3-(4-hydroxyphenyl)propionate isopropyl-2-bromobenzoate